C(C)C1=CC2=C(C3=CC=CC=C3C=C2C=C1)OC(=O)OCCCCCC 2-ethyl-9-(n-hexyloxycarbonyloxy)anthracene